[Co].[W].[Ni] nickel-tungsten-cobalt